C1CCC(C1)(CO)CO cyclopentanedimethanol